(3-bromopyridin-4-yl)(pyrazolo[1,5-c]pyrimidin-2-yl)methanone BrC=1C=NC=CC1C(=O)C1=NN2C=NC=CC2=C1